C(CCCCCCCCCCCCCCCCC)(=O)O.OCC(O)CO monoglycerin stearate